2-methyl-3-heptanal CC(C)C(CCCC)=O